6-[4-(trifluoromethyl)phenyl]pyrimidin-4-amine FC(C1=CC=C(C=C1)C1=CC(=NC=N1)N)(F)F